C1(=CC=CC=C1)[B-](C1=CC=CC=C1)(C1=CC=CC=C1)C1=CC=CC=C1.[NH+]1=C(C=CC=C1)C picolinium tetraphenylborate